N-((S)-1-(((R)-3-methyl-1-((1R,7S)-11-methyl-2,6-dioxo-3,5-dioxa-11-aza-4-borabicyclo[5.3.1]undecan-4-yl)butyl)amino)-1-oxo-3-phenylpropan-2-yl)pyrazine-2-carboxamide CC(C[C@@H](B1OC([C@H]2CCC[C@@H](C(O1)=O)N2C)=O)NC([C@H](CC2=CC=CC=C2)NC(=O)C2=NC=CN=C2)=O)C